2-(3-bromo-2-methylphenyl)-5-((4-fluorophenyl)(piperidin-1-yl)methyl)-1,3,4-oxadiazole BrC=1C(=C(C=CC1)C=1OC(=NN1)C(N1CCCCC1)C1=CC=C(C=C1)F)C